C(C)(C)(C)OC(N(CC1=CC(=CC=C1)[N+](=O)[O-])CCC=C)=O but-3-en-1-yl-(3-nitrobenzyl)carbamic acid tert-butyl ester